2-amino-3-fluoroisonicotinonitrile NC=1C(=C(C#N)C=CN1)F